FC=1C=C(C=NC1C)C=NO (3E)-5-fluoro-6-methyl-pyridine-3-carbaldehyde oxime